(S)-2-(5-chloropyridin-3-yl)-N-(3-(1-((2-ethyl-2H-pyrazolo[3,4-b]pyrazin-6-yl)amino)ethyl)-4-fluorophenyl)acetamide ClC=1C=C(C=NC1)CC(=O)NC1=CC(=C(C=C1)F)[C@H](C)NC=1C=NC=2C(N1)=NN(C2)CC